C(#N)C=1C=C(C(=NC1)N1CCN(CC1)CC1=C(C=CC(=C1)C#N)F)NC(=O)C=1C(=NN(C1)C)OC N-(5-cyano-2-(4-(5-cyano-2-fluorobenzyl)piperazin-1-yl)pyridin-3-yl)-3-methoxy-1-methyl-1H-pyrazole-4-carboxamide